4'-((2-butyl-4-oxo-1,3-diazaspiro[4.4]non-1-ene-3-yl)methyl)-[1,1'-biphenyl]-2-nitrile C(CCC)C1=NC2(C(N1CC1=CC=C(C=C1)C=1C(=CC=CC1)C#N)=O)CCCC2